CN1C(=NC2=C(C=C(C=C2C1=O)C)[C@@H](C)NC=1C(=NC(=CC1)Cl)C(=O)O)C1=NC=C(C=N1)C 3-{(R)-1-[3-methyl-6-methyl-2-(5-methyl-2-pyrimidinyl)-4-oxo-8-quinazolinyl]ethylamino}-6-chloro-2-pyridinecarboxylic acid